bismuth-oxide [Bi]=O